CC1=NOC(=C1C=1C=C(OC2=C(C=C(C=C2C)NC(CCN2CCCCC2)=O)C)C=C(C1)NS(=O)(=O)CC)C N-(4-(3-(3,5-dimethylisoxazol-4-yl)-5-(ethylsulfonamido)phenoxy)-3,5-dimethylphenyl)-3-(piperidin-1-yl)propanamide